1-([1,1'-biphenyl]-4-yl)ethan C1(=CC=C(C=C1)CC)C1=CC=CC=C1